5-(2,2-difluoroethoxy)-4,6-dimethoxy-N,N-bis[(4-methoxyphenyl)methyl]pyrimidin-2-amine FC(COC=1C(=NC(=NC1OC)N(CC1=CC=C(C=C1)OC)CC1=CC=C(C=C1)OC)OC)F